N-ethyl-N-Isopropylpropan-2-amine CCN(C(C)C)C(C)C